1-Tert-Butyl 3-[5-[3-(trifluoromethyl)pyrrolidin-1-yl]pyrimidin-2-yl]azetidine-1-carboxylate FC(C1CN(CC1)C=1C=NC(=NC1)C1CN(C1)C(=O)OC(C)(C)C)(F)F